FC(C=1C(=NC=CC1)CN1C(C(=CC=2C1=NC(=CN2)C)[C@@H]2C[C@H](CC2)C2=C(C=CC=C2C)F)=O)F 5-((3-(Difluoromethyl)pyridin-2-yl)methyl)-7-((1S,3S)-3-(2-fluoro-6-methylphenyl)cyclopentyl)-3-methylpyrido[2,3-b]pyrazin-6(5H)-one